C(C1=CC=CC=C1)(=O)OCCCCCCCCCCCCC n-tridecyl benzoate